3-[6-[1-[[(4S)-3,3-difluoro-4-piperidyl]methyl]-4-piperidyl]-1-methyl-indazol-3-yl]piperidine-2,6-dione FC1(CNCC[C@H]1CN1CCC(CC1)C1=CC=C2C(=NN(C2=C1)C)C1C(NC(CC1)=O)=O)F